8'-(2,6-dioxopiperidin-3-yl)-2'H-spiro[azetidine-3,3'-pyrano[2,3-e]isoindole]-7',9'(4'H,8'H)-dione O=C1NC(CCC1N1C(C2=CC=C3C(=C2C1=O)OCC1(C3)CNC1)=O)=O